BrC=1C=C2C(C(N(C2=CC1)C)=O)(C(=O)OCC)C ethyl 5-bromo-1,3-dimethyl-2-oxoindoline-3-carboxylate